3-amino-1-(4-((8-aminoimidazo[1,2-a]pyrazin-3-yl)methyl)-6-(2,5-difluoro-4-(trifluoromethoxy)phenyl)pyridin-3-yl)-N-methylpiperidine-3-carboxamide NC1(CN(CCC1)C=1C=NC(=CC1CC1=CN=C2N1C=CN=C2N)C2=C(C=C(C(=C2)F)OC(F)(F)F)F)C(=O)NC